5-methyl-1-(m-tolyl)-1H-indazol-6-amine hydrochloride Cl.CC=1C=C2C=NN(C2=CC1N)C=1C=C(C=CC1)C